(S)-2-(1,3,4-oxadiazol-2-yl)-7-(4-(2-((R)-tetrahydrofuran-3-yl)phenyl)piperidin-1-yl)-5-oxa-2-azaspiro[3.4]octane O1C(=NN=C1)N1CC2(C1)OC[C@H](C2)N2CCC(CC2)C2=C(C=CC=C2)[C@@H]2COCC2